CC1CN=C(CC1)C1=CC2=C(OC3(CCC3)O2)C=C1 3-methyl-6-(spiro[benzo[d][1,3]dioxole-2,1'-cyclobutan]-5-yl)-2,3,4,5-tetrahydropyridine